Racemic-1-(1,2-difluorophenyl)-3-(isoquinolin-4-yl)-2-oxoimidazoline-4-carbonitrile FC1(C(C=CC=C1)F)N1C(N(C(C1)C#N)C1=CN=CC2=CC=CC=C12)=O